C(C)(C)(C)C=1C=CC=2N(C3=CC=C(C=C3C2C1)C(C)(C)C)C1=C(C(C#N)=C(C(=C1N1C2=CC=C(C=C2C=2C=C(C=CC12)C(C)(C)C)C(C)(C)C)N1C2=CC=C(C=C2C=2C=C(C=CC12)C(C)(C)C)C(C)(C)C)N1C2=CC=C(C=C2C=2C=C(C=CC12)C(C)(C)C)C(C)(C)C)C#N 3,4,5,6-tetrakis(3,6-di-tert-butyl-9H-carbazol-9-yl)phthalonitrile